C(C)(C)(C)OC(=O)NC(=O)C=1C=C(C=CC1)B(O)O (3-((tert-butoxycarbonyl)carbamoyl)phenyl)boronic acid